N-[4-(4-chlorophenyl)-1-oxophthalazin-2(1H)-yl]-4-methylpentanamide ClC1=CC=C(C=C1)C1=NN(C(C2=CC=CC=C12)=O)NC(CCC(C)C)=O